Methyl (S)-3-(2'-(allyloxy)-4'-fluoro-6'-methyl-[1,1'-biphenyl]-3-yl)-3-((R)-2-((methylsulfonyl)oxy)pent-4-enamido)propanoate C(C=C)OC1=C(C(=CC(=C1)F)C)C1=CC(=CC=C1)[C@H](CC(=O)OC)NC([C@@H](CC=C)OS(=O)(=O)C)=O